ClCC1C(C(C(=C(C(Cl)Cl)Cl)Cl)Cl)C(=O)OC1=O 1,4,5,6,7,7-hexachloro-5-heptene-2,3-dicarboxylic anhydride